6-Chloro-4-(4-(3-chloro-4-(trifluoromethoxy)phenoxy)piperidin-1-yl)-1-methyl-2-oxo-1,2-dihydro-1,5-naphthyridin-3-carbonitril ClC=1N=C2C(=C(C(N(C2=CC1)C)=O)C#N)N1CCC(CC1)OC1=CC(=C(C=C1)OC(F)(F)F)Cl